TetrafluorostyrenePhosphonic Acid FC=1C(=C(C(=C(P(O)(=O)O)F)F)C=CC1)F